ethyl 2-(3-(4-bromophenyl)-4-fluoro-2-oxo-2,3-dihydro-1H-benzo[d]imidazol-1-yl)acetate BrC1=CC=C(C=C1)N1C(N(C2=C1C(=CC=C2)F)CC(=O)OCC)=O